azo-bis-formate N(=NC(=O)[O-])C(=O)[O-]